({(2-Methyl-6-{[(1S,2S)-2-(5-methylpyridin-2-yl)cyclopropyl]methoxy} pyrimidin-4-yl)[(5-methyl-1,3,4-thiadiazol-2-yl)methyl]carbamoyl}oxy)methyl 3-fluorobenzoate FC=1C=C(C(=O)OCOC(N(CC=2SC(=NN2)C)C2=NC(=NC(=C2)OC[C@@H]2[C@H](C2)C2=NC=C(C=C2)C)C)=O)C=CC1